2-Hydroxy-2-methylpropionophenone OC(C(=O)C1=CC=CC=C1)(C)C